CN1C2C(CC(C1)CC2)NC=2C=1N(C(=NN2)C2=C(C=C(C=C2)C(F)(F)F)O)C=CN1 2-(8-((2-methyl-2-azabicyclo[2.2.2]octan-6-yl)amino)imidazo[1,2-d][1,2,4]triazin-5-yl)-5-(trifluoromethyl)phenol